1-(6-(4-(5-chloro-6-methyl-1H-indazol-4-yl)-5-methyl-3-phenyl-1H-pyrazol-1-yl)-2-azaspiro[3.3]heptan-2-yl)prop-2-en-1-one ClC=1C(=C2C=NNC2=CC1C)C=1C(=NN(C1C)C1CC2(CN(C2)C(C=C)=O)C1)C1=CC=CC=C1